N-(4-(3-amino-2-methylphenyl)-3-chloropyridin-2-yl)-1,5-dimethyl-4,5,6,7-tetrahydro-1H-imidazo[4,5-c]pyridine-2-carboxamide NC=1C(=C(C=CC1)C1=C(C(=NC=C1)NC(=O)C=1N(C2=C(CN(CC2)C)N1)C)Cl)C